2-(4'-aminophenyl)-6-methoxybenzothiazole NC1=CC=C(C=C1)C=1SC2=C(N1)C=CC(=C2)OC